2-(4-(trifluoromethoxy)phenyl)quinoline-2,4-diamine FC(OC1=CC=C(C=C1)C1(NC2=CC=CC=C2C(=C1)N)N)(F)F